C(C=C)(=O)N1CCN(CC1)C1=NC(N2C3=C(C(=C(C=C13)Cl)C1=C3C=NNC3=CC=C1C)OCC2)=O 7-(4-acryloylpiperazin-1-yl)-9-chloro-10-(5-methyl-1H-indazol-4-yl)-2H-[1,4]oxazino[2,3,4-ij]quinazolin-5(3H)-one